tert-butyl ((1-(3-(6-((diphenylmethylene)amino)-3,4-dihydro-1,5-naphthyridin-1(2H)-yl)-1-(4-methoxybenzyl)-1H-pyrazolo[3,4-b]pyrazin-6-yl)-4-methylpiperidin-4-yl)methyl)carbamate C1(=CC=CC=C1)C(C1=CC=CC=C1)=NC=1N=C2CCCN(C2=CC1)C1=NN(C2=NC(=CN=C21)N2CCC(CC2)(C)CNC(OC(C)(C)C)=O)CC2=CC=C(C=C2)OC